benzene-1,3,5-tricarboxaldehyde C1(=CC(=CC(=C1)C=O)C=O)C=O